N-butyl-N-pentyl-4-((4-(4,4,5,5-tetramethyl-1,3,2-dioxaborolan-2-yl)phenyl)diazenyl)aniline C(CCC)N(C1=CC=C(C=C1)N=NC1=CC=C(C=C1)B1OC(C(O1)(C)C)(C)C)CCCCC